(3S,4S)-4-(3,4-difluorophenyl)-3-nitropiperidine-1-carboxylic acid tert-butyl ester C(C)(C)(C)OC(=O)N1C[C@H]([C@@H](CC1)C1=CC(=C(C=C1)F)F)[N+](=O)[O-]